NC1=CC=C(C=C1)C1=NN(C2=NC=NC(=C21)N)C 3-(4-aminophenyl)-1-methyl-1H-pyrazolo[3,4-d]pyrimidin-4-amine